C(=C)C1=CC=C(COC=2C=C(C=3C=CC4=C(C=C(C=5C=CC2C3C54)S(=O)(=O)[O-])S(=O)(=O)[O-])S(=O)(=O)[O-])C=C1.[Na+].[Na+].[Na+] sodium 8-(4-vinylbenzyloxy)-1,3,6-pyrenetrisulfonate